C(C)(C)(C)NC(=O)C=1C=NN2C1N=C(C=C2)N2[C@H](CCC2)C2=CC(=CC=C2)F (R)-N-tert-butyl-5-(2-(3-fluorophenyl)pyrrolidin-1-yl)pyrazolo[1,5-a]pyrimidine-3-carboxamide